COC1=CC=CC2=C1COCC(N2)=O 6-methoxy-1,5-dihydro-4,1-benzoxazepin-2-one